N[C@@H](C1=C(C=C(C(=C1)Cl)Cl)O)C1CCN(CC1)C1=NNC=C1 2-[(R)-amino[1-(1H-pyrazol-3-yl)piperidin-4-yl]methyl]-4,5-dichlorophenol